1-(4-(3-(4-phenoxyphenyl)-1H-pyrazolo[4,3-c]pyridin-1-yl)piperidin-1-yl)prop-2-en-1-one O(C1=CC=CC=C1)C1=CC=C(C=C1)C1=NN(C2=C1C=NC=C2)C2CCN(CC2)C(C=C)=O